2-Methyl-N-(1-(naphthalen-1-yl)cyclopropyl)-5-(piperidin-2-ylmethoxy)benzamide CC1=C(C(=O)NC2(CC2)C2=CC=CC3=CC=CC=C23)C=C(C=C1)OCC1NCCCC1